2-(1H-imidazo[4,5-c]pyridin-2-yl)quinoxaline N1C(=NC=2C=NC=CC21)C2=NC1=CC=CC=C1N=C2